5-Fluoro-1-{4-fluoro-3-[(4-{4-[(1-methyl-3-oxo-2-pyridin-2-yl-2,3-dihydro-1H-pyrazolo[3,4-d]pyrimidin-6-yl)amino]phenyl}piperazin-1-yl)carbonyl]benzyl}quinazoline-2,4(1H,3H)-dione FC1=C2C(NC(N(C2=CC=C1)CC1=CC(=C(C=C1)F)C(=O)N1CCN(CC1)C1=CC=C(C=C1)NC1=NC=C2C(=N1)N(N(C2=O)C2=NC=CC=C2)C)=O)=O